5-(((1R,3s,5S)-6,6-difluoro-bicyclo[3.1.0]hexane-3-yl)amino)-N-methylpyrazine-2-sulfonamide FC1([C@H]2CC(C[C@@H]12)NC=1N=CC(=NC1)S(=O)(=O)NC)F